ClC1=CC=C(C=C1)C1=NC2=C(N1C(C(=O)NC1CCCCC1)C1CCCCC1)C=C(C=C2)OC 2-[2-(4-chloro-phenyl)-6-methoxy-benzoimidazol-1-yl]-2,N-dicyclohexyl-acetamide